C1(CC1)C1=NC=NC(=C1C1=NC(=C2N=CN(C2=N1)C)OCC1=CC=C(C=C1)N1N=C(C=C1OC)C(F)(F)F)OC 2-(4-cyclopropyl-6-methoxy-pyrimidin-5-yl)-6-[[4-[5-methoxy-3-(trifluoromethyl)pyrazol-1-yl]phenyl]methoxy]-9-methyl-purine